L-N-acetyl-leucine Zinc [Zn].C(C)(=O)N[C@@H](CC(C)C)C(=O)O